FC(CC(=O)NC1=C(C(=O)N)C=CC=C1)(F)F 2-(3,3,3-trifluoropropanoylamino)benzamide